p-tert-amylphenol C(C)(C)(CC)C1=CC=C(C=C1)O